5-(difluoromethyl)-N-[4-[[2-(trifluoromethyl)imidazo[1,2-a]pyridin-5-yl]amino]cyclohexyl]-1-(2-trimethylsilylethoxymethyl)pyrazole-4-carboxamide FC(C1=C(C=NN1COCC[Si](C)(C)C)C(=O)NC1CCC(CC1)NC1=CC=CC=2N1C=C(N2)C(F)(F)F)F